5,6,7,8-tetrafluoro-1-chloro-4-(2-benzothienyl)phthalazine FC1=C2C(=NN=C(C2=C(C(=C1F)F)F)Cl)C=1SC2=C(C1)C=CC=C2